CC1=C(C(=CC(=C1)N1CCOCC1)C)NC(CC(CC(C)(C)C)C)=O 3,5,5-Trimethyl-hexanoic acid (2,6-dimethyl-4-morpholin-4-yl-phenyl)-amide